11-methoxy-5,6,6a,7-tetrahydro-4H-dibenzo[de,g]quinolin-2-ol hydrochloride Cl.COC1=CC=CC2=C1C1=C3C(CCNC3C2)=CC(=C1)O